2'-chloro-4-((3,5-difluoropyridin-2-yl)methoxy)-5',6-dimethyl-2H-[1,4'-bipyridine]-2-one ClC1=NC=C(C(=C1)N1C(C=C(C=C1C)OCC1=NC=C(C=C1F)F)=O)C